CC1(CCC(CC1)NCC1=CC(=C(CSC2=C3CN(C(C3=CC=C2)=O)C2C(NC(CC2)=O)=O)C=C1)F)C 3-(4-((4-(((4,4-dimethylcyclohexyl)amino)methyl)-2-fluorobenzyl)thio)-1-oxoisoindolin-2-yl)piperidine-2,6-dione